(R)-4-[6-(Fluoromethyl)-2-(5-fluoro-2-pyridyl)-6-methyl-5,7-dihydro-4H-pyrazolo[1,5-a]pyridin-3-yl]-1H-pyrazolo[3,4-b]pyridine FC[C@@]1(CCC=2N(C1)N=C(C2C2=C1C(=NC=C2)NN=C1)C1=NC=C(C=C1)F)C